CNC1CCN(CC1)C(C)=O 1-(4-(methylamino)piperidin-1-yl)ethan-1-one